2-bromo-6,6-difluoro-6,7-dihydro-5H-[1,2,4]triazolo[5,1-b][1,3]oxazine BrC1=NN2C(OCC(C2)(F)F)=N1